4-(difluoromethoxy)-3-((1-(pyrazolo[1,5-a]pyrazin-3-yl)azetidin-3-yl)amino)-N-(5-(trifluoromethyl)pyridin-3-yl)benzamide FC(OC1=C(C=C(C(=O)NC=2C=NC=C(C2)C(F)(F)F)C=C1)NC1CN(C1)C=1C=NN2C1C=NC=C2)F